3-acetyl-1-(2-((2S,4R)-2-((5-bromopyridin-2-yl)carbamoyl)-4-fluoropyrrolidin-1-yl)-2-oxoethyl)-N,N-dimethyl-5-(2-methylpyrimidin-5-yl)-1H-indazole-6-carboxamide C(C)(=O)C1=NN(C2=CC(=C(C=C12)C=1C=NC(=NC1)C)C(=O)N(C)C)CC(=O)N1[C@@H](C[C@H](C1)F)C(NC1=NC=C(C=C1)Br)=O